OC1=C(C=CC=C1C1=CC=CC=C1)O 2-hydroxy-3-phenylphenol